ClC1=CC2=C(N(C(C(N2C)=O)=O)C2CCN(CC2)C2=NC=C(C#N)C=C2)N=C1 6-(4-(7-chloro-1-methyl-2,3-dioxo-2,3-dihydropyrido[2,3-b]pyrazin-4(1H)-yl)piperidin-1-yl)nicotinonitrile